C1OCC12CN(C2)C2=NC=CC(=N2)COC2=CC=C(C=C2)C(C)(C)C2=CC=C(OC1CC(CCC1)NC(OC(C)(C)C)=O)C=C2 tert-butyl (3-(4-(2-(4-((2-(2-oxa-6-azaspiro[3.3]heptan-6-yl)pyrimidin-4-yl) methoxy)phenyl)propan-2-yl)phenoxy)cyclohexyl)carbamate